2,3-dimercaptosuccinic acid boron [B].SC(C(=O)O)C(C(=O)O)S